CC1(CC(C1)(C1=NN=CN1C)C=1C=C(C=CC1)NC(=O)C=1C(N(C=C(C1)CNCC(C)C)CCC(F)(F)F)=O)C N-(3-(3,3-dimethyl-1-(4-methyl-4H-1,2,4-triazol-3-yl)cyclobutyl)phenyl)-5-((isobutylamino)methyl)-2-oxo-1-(3,3,3-trifluoropropyl)-1,2-dihydropyridine-3-carboxamide